ClC1=CC=C2C=C(C(N(C2=C1)C1=CC=CC=C1)=O)C#N 7-chloro-2-oxo-1-phenyl-1,2-dihydroquinolin-3-carbonitrile